(2S)-2-(2,6-dimethylpyridin-3-yl)-1-methylpyrrolidin-1-ium salicylate C(C=1C(O)=CC=CC1)(=O)[O-].CC1=NC(=CC=C1[C@H]1[NH+](CCC1)C)C